4-((2,2'-bithiophene)-5-yl)-1-(2,6-dichloro-4-trifluoromethylphenyl)-6-methyl-1H-pyrazolo[3,4-d]pyrimidine-3-carbonitrile S1C(=CC=C1C1=C2C(=NC(=N1)C)N(N=C2C#N)C2=C(C=C(C=C2Cl)C(F)(F)F)Cl)C=2SC=CC2